4-(hydroxymethyl)-5-(difluoromethoxy)-1-methyl-3-(trifluoromethyl)-1H-pyrazole OCC=1C(=NN(C1OC(F)F)C)C(F)(F)F